N-(2-chloro-3-(3-chloro-2-(3-methoxy-4-(((tetrahydro-2H-pyran-4-yl)amino)methyl)phenyl)pyridin-4-yl)phenyl)-5-(((tetrahydro-2H-pyran-4-yl)amino)methyl)picolinamide ClC1=C(C=CC=C1C1=C(C(=NC=C1)C1=CC(=C(C=C1)CNC1CCOCC1)OC)Cl)NC(C1=NC=C(C=C1)CNC1CCOCC1)=O